COC(=O)C1CN(CC(C1)(F)F)CC=1C(=NC(=CC1)C=1N=NN(C1CN=[N+]=[N-])C)CC 1-((6-(5-(azidomethyl)-1-methyl-1H-1,2,3-triazol-4-yl)-2-ethylpyridin-3-yl)methyl)-5,5-difluoropiperidine-3-carboxylic acid methyl ester